BrC=1C(=C2C=NN(C2=CC1)C1C(C1)(F)F)F 5-bromo-1-(2,2-difluorocyclopropyl)-4-fluoro-1H-indazole